6-(DIETHYLAMINO)-4-ETHYLPYRIDIN-3-YLBORONIC ACID C(C)N(C1=CC(=C(C=N1)B(O)O)CC)CC